COC(CCSC1=C2C(=NC(=C1)N)NC=C2)=O 3-((6-amino-1H-pyrrolo[2,3-b]pyridin-4-yl)thio)propionic acid methyl ester